2-(3-methoxy-4-nitrophenyl)ethanol COC=1C=C(C=CC1[N+](=O)[O-])CCO